3-(5-((2-(3-(2-methoxypyridin-4-yl)azetidin-1-yl)cyclohexyl)oxy)-1-oxoisoindolin-2-yl)piperidine-2,6-dione COC1=NC=CC(=C1)C1CN(C1)C1C(CCCC1)OC=1C=C2CN(C(C2=CC1)=O)C1C(NC(CC1)=O)=O